10,10-Dimethylanthracen-9(10H)-on CC1(C=2C=CC=CC2C(C2=CC=CC=C12)=O)C